7α-[9-[(4,4,5,5,5-Pentafluoropentyl)-sulfinyl]nonyl]estra-1,3,5(10)-triene-3,17β-diol FC(CCCS(=O)CCCCCCCCC[C@H]1[C@H]2[C@@H]3CC[C@@H]([C@@]3(C)CC[C@@H]2C=2C=CC(=CC2C1)O)O)(C(F)(F)F)F